N-benzyl-N-(1-butylpiperidin-4-yl)-5-cyano-1H-indazole-3-carboxamide C(C1=CC=CC=C1)N(C(=O)C1=NNC2=CC=C(C=C12)C#N)C1CCN(CC1)CCCC